ethyl 5-amino-2-(2-amino-3-pyridyl)-6-(3-methoxy-2,6-dimethyl-phenyl)pyrimidine-4-carboxylate NC=1C(=NC(=NC1C1=C(C(=CC=C1C)OC)C)C=1C(=NC=CC1)N)C(=O)OCC